(3-methoxy-4-((4-morpholino-3-(trifluoromethyl)-1H-pyrrolo[2,3-b]pyridin-6-yl)amino)phenyl)(4-methylpiperazin-1-yl)methanone COC=1C=C(C=CC1NC1=CC(=C2C(=N1)NC=C2C(F)(F)F)N2CCOCC2)C(=O)N2CCN(CC2)C